N-(3-((4-((1-cyclohexylpiperidin-4-yl)amino)-6,7-dimethoxyquinazolin-2-yl)amino)propyl)acetamide C1(CCCCC1)N1CCC(CC1)NC1=NC(=NC2=CC(=C(C=C12)OC)OC)NCCCNC(C)=O